C(C(O)C1=CC=CC=C1)(=O)O.OCCC(CCCCCCCCCCCCC)N1CCCCC1 1-(2-hydroxyethyl)-tetradecylpiperidine mandelate salt